CCCCCC1C(O1)C/C=C\\C/C=C\\C/C=C\\CCCC(=O)OC(CO)CO The molecule is a 2-monoglyceride obtained by formal condensation of the carboxy group of 14,15-EET with the 2-hydroxy group of glycerol. It has a role as a human xenobiotic metabolite, a mitogen, a PPARalpha agonist and a human urinary metabolite. It is a 2-monoglyceride, an epoxide and a polyunsaturated fatty ester. It derives from a 14,15-EET.